C(C1=CC=CC=C1)C1(C[C@@H]2[C@@H](CN(C2)CC(O)C=2C=C3CC(NC3=CC2)=O)C1)O rac-5-(2-((3aR,5r,6aS)-5-benzyl-5-hydroxyhexahydrocyclopenta[c]pyrrol-2(1H)-yl)-1-hydroxyethyl)indolin-2-one